4-(6-(ethyl-(isopropyl)amino)-N,4-dimethylpyridineamido)-2-methylbenzoic acid C(C)N(C1=CC(=CC(=N1)C(=O)N(C)C1=CC(=C(C(=O)O)C=C1)C)C)C(C)C